COC=1C=C(C=CC1OC)CC[C@@H](OC(=O)[C@H]1N(CCCC1)C([C@@H](CC)C1=CC(=C(C(=C1)OC)OC)OC)=O)C=1C=C(OCC(=O)O)C=CC1 2-[3-[(1R)-3-(3,4-dimethoxyphenyl)-1-[(2S)-1-[(2S)-2-(3,4,5-trimethoxyphenyl)butanoyl]piperidine-2-carbonyl]oxy-propyl]phenoxy]acetic acid